1-(4-(4-(tert-butoxycarbonyl)piperazin-1-yl)-5-(isopropylsulfanyl)thiazol-2-yl)-4-(3-fluorophenyl)-3-methyl-1H-pyrazole-5-carboxylic acid C(C)(C)(C)OC(=O)N1CCN(CC1)C=1N=C(SC1SC(C)C)N1N=C(C(=C1C(=O)O)C1=CC(=CC=C1)F)C